7-[5-CHLORO-2-(TETRAZOL-2-YL)PHENYL]-N-[(2,4-DIMETHOXYPHENYL)METHYL]CINNOLIN-4-AMINE ClC=1C=CC(=C(C1)C1=CC=C2C(=CN=NC2=C1)NCC1=C(C=C(C=C1)OC)OC)N1N=CN=N1